N-(2-(benzyloxy)ethyl)formamide ethyl-prop-2-enoate C(C)OC(C=C)=O.C(C1=CC=CC=C1)OCCNC=O